2-methyl-N-(3-(4-morpholino-6-(pyridin-3-yl)thieno[3,2-d]pyrimidin-2-yl)phenyl)thiazole CC1SC=CN1C1=CC(=CC=C1)C=1N=C(C2=C(N1)C=C(S2)C=2C=NC=CC2)N2CCOCC2